ClC1=C(C=CC=C1)CC(=O)NC1=CC(=C(C=C1)C=1C=NC(=NC1)NC)S(N)(=O)=O 2-(2-chlorophenyl)-N-{4-[2-(methylamino)pyrimidin-5-yl]-3-sulfamoylphenyl}acetamide